4-(6-((2-methylpyrazolo[1,5-a]pyridin-4-yl)methoxy)pyridin-2-yl)piperidine CC1=NN2C(C(=CC=C2)COC2=CC=CC(=N2)C2CCNCC2)=C1